(2R)-2-Amino-4,4-dimethyl-N-(6-(2-methyl-1H-pyrrolo[2,3-b]pyridin-4-yl)pyridin-3-yl)pentanamide N[C@@H](C(=O)NC=1C=NC(=CC1)C1=C2C(=NC=C1)NC(=C2)C)CC(C)(C)C